FC1=C(C=C(C=C1)NC(=O)C=1N(C=C2C1OC[C@H]1[C@@H](NS2(=O)=O)CN(C1)C1=NC(=NO1)C)C)C (3aR,10aR)-N-(4-Fluoro-3-methylphenyl)-7-methyl-2-(3-methyl-1,2,4-oxadiazol-5-yl)-2,3,3a,4,10,10a-hexahydro-1H,7H-dipyrrolo[3,4-b:3',4'-f][1,4,5]oxathiazocin-8-carboxamid-5,5-dioxid